C(C)(C)C1=NC(=NO1)CN1[C@@H](CCN2C1=NC(=CC2=O)N2[C@@H](COCC2)C)C(F)(F)F (S)-9-(5-Isopropyl-[1,2,4]oxadiazol-3-yl-methyl)-2-((R)-3-methylmorpholin-4-yl)-8-trifluoromethyl-6,7,8,9-tetrahydro-pyrimido[1,2-a]-pyrimidin-4-one